6-(4-fluorostyryl)-4-(hex-3-yloxy)-2-hydroxy-3-(3-methylbut-2-en-1-yl)benzoic acid FC1=CC=C(C=CC2=CC(=C(C(=C2C(=O)O)O)CC=C(C)C)OC(CC)CCC)C=C1